[Si](C)(C)(C(C)(C)C)OCCOC=1C=C2C(=NC1)C=CN2C[C@@H]2CC[C@H](CC2)C(=O)OC methyl trans-4-[[6-[2-[tert-butyl(dimethyl)silyl]oxyethoxy]pyrrolo[3,2-b]pyridin-1-yl]methyl]cyclohexanecarboxylate